CN(C1=CC=C(C=C1)CCCCCCCCCCCC)CCCCCCCCCCCCCCCCCC N-methyl-4-dodecyl-N-octadecyl-aniline